N1=CC=CC2=CC=CC(=C12)B(O)O 8-quinolinyl-boronic acid